1-[5-(difluoromethyl)-6-[1-(2-methoxyethyl)-5-methyl-pyrazol-4-yl]-2-pyridyl]-6-methoxy-N-(6-methylpyridazin-3-yl)benzimidazol-5-amine FC(C=1C=CC(=NC1C=1C=NN(C1C)CCOC)N1C=NC2=C1C=C(C(=C2)NC=2N=NC(=CC2)C)OC)F